C(C)OC(=O)C1=CC2=C(N=C(S2)N2CCC(CC2)NC(C2=CC(=CC=C2)OC(F)(F)F)=O)C=C1 2-{4-[3-(trifluoromethoxy)benzamido]Piperidinyl}benzothiazole-6-carboxylic acid ethyl ester